CC1(CC(CC1)CC1=CC=C(C=C1)Cl)C 2,2-dimethyl-5-(4-chlorobenzyl)-cyclopentane